ClC=1C(=NC=CC1C1=NC(=C(C=C1)CNCC1CCC(N1)=O)OC)C1=C(C(=CC=C1)NC1=C(C(=CC=C1)CNCCCF)OC)Cl 5-((((3'-chloro-2'-(2-chloro-3-((3-(((3-fluoropropyl)amino)methyl)-2-methoxyphenyl)amino)phenyl)-6-methoxy-[2,4'-bipyridin]-5-yl)methyl)amino)methyl)pyrrolidin-2-one